1-{6-chloro-2-[(1-cyclopropyl-5-methyl-1H-pyrazol-4-yl)amino]quinazolin-7-yl}-4-methylpiperidin-4-ol ClC=1C=C2C=NC(=NC2=CC1N1CCC(CC1)(O)C)NC=1C=NN(C1C)C1CC1